C1(C2(C=CC3=CC=CC=C13)C1(NCC2)C(NC2=CC=CC=C21)=O)=O dispiro[indolin-3,2'-pyrrolidin-3',2''-naphthalene]-1'',2-dione